C(C1=CC=CC=C1)C(C(=O)NC=1C=NC2=C(C=CC=C2C1)F)(CC(F)(F)F)C 2-benzyl-4,4,4-trifluoro-N-(8-fluoro-3-quinolinyl)-2-methyl-butyramide